ClC1=CC(=C(C=C1)C1(OC2=C(O1)C=CC=C2C2CCN(CC2)CC2=NC1=C(N2C[C@H]2OCCC2)C=C(C=C1)C(=O)O)C)F 2-({4-[2-(4-chloro-2-fluorophenyl)-2-methyl-1,3-benzodioxol-4-yl]piperidin-1-yl}methyl)-1-[(2S)-tetrahydrofuran-2-ylmethyl]-1H-benzimidazole-6-carboxylic acid